C(CCCCCCC\C=C/CCCCCCCC)(=O)N[C@@H](CCC(=O)O)C(=O)O N-oleoylglutamic acid